2-methyl-5-(4-(4-(trifluoromethyl)phenoxy)isoquinolin-6-yl)oxazole CC=1OC(=CN1)C=1C=C2C(=CN=CC2=CC1)OC1=CC=C(C=C1)C(F)(F)F